2-tert-butyl-N-{2-fluoro-4-methyl-5-[2-methyl-8-(morpholin-4-yl)-[1,2,4]triazolo[1,5-a]pyridin-6-yl]phenyl}-1,2,3-triazole-4-carboxamide C(C)(C)(C)N1N=CC(=N1)C(=O)NC1=C(C=C(C(=C1)C=1C=C(C=2N(C1)N=C(N2)C)N2CCOCC2)C)F